FC1=C(C=C(C2=C1CCO2)CC2=CC=C(C=C2)N2N=CC=C2)C(=O)N[C@H]2COCC[C@@H]2O 1,5-anhydro-2,4-dideoxy-2-(((4-fluoro-7-(4-(1H-pyrazol-1-yl)benzyl)-2,3-dihydro-1-benzofuran-5-yl)carbonyl)amino)-L-threo-pentitol